dithioformic acid ammonium salt [NH4+].C(=S)[S-]